8-((2R,5S)-2-(methoxymethyl)-5-methylmorpholino)-3-(5-methyl-1,3,4-oxadiazol-2-yl)-N-(1-cyanocyclopropyl)imidazo[1,5-a]pyridine-6-sulfonamide COC[C@@H]1OC[C@@H](N(C1)C=1C=2N(C=C(C1)S(=O)(=O)NC1(CC1)C#N)C(=NC2)C=2OC(=NN2)C)C